O1NCOC=CC1 2,3-Dihydro-7H-1,4,2-Dioxazepin